C(C)(C)(C)OC(=O)N[C@H]1CCCC[C@H]2N(C1=O)[C@@H](CC2)C(=O)O (3S,6S,10aR)-6-((tert-butoxycarbonyl)amino)-5-oxodecahydropyrrolo[1,2-a]azocine-3-carboxylic acid